(S)-4-((1-(1-oxo-2-phenyl-8-(pyrimidin-5-yl)-1,2-dihydroisoquinolin-3-yl)propyl)amino)quinazoline-6-carbonitrile O=C1N(C(=CC2=CC=CC(=C12)C=1C=NC=NC1)[C@H](CC)NC1=NC=NC2=CC=C(C=C12)C#N)C1=CC=CC=C1